1-benzyl 3-ethyl 4-(benzyloxy)-3-methylpiperidine-1,3-dicarboxylate C(C1=CC=CC=C1)OC1C(CN(CC1)C(=O)OCC1=CC=CC=C1)(C(=O)OCC)C